5-bromo-2-((3S,4S)-3-fluoropiperidin-4-yl)-6-methoxy-2H-indazole hydrochloride Cl.BrC1=CC2=CN(N=C2C=C1OC)[C@@H]1[C@H](CNCC1)F